3,3,3-trifluoro-N-(5-(2-(((3S,5S)-5-fluoropiperidin-3-yl)amino)-8-isopropyl-7-oxo-7,8-dihydropyrido[2,3-d]pyrimidin-6-yl)-1-methyl-1H-pyrazol-3-yl)propane-1-sulfonamide FC(CCS(=O)(=O)NC1=NN(C(=C1)C1=CC2=C(N=C(N=C2)N[C@@H]2CNC[C@H](C2)F)N(C1=O)C(C)C)C)(F)F